3-[2,2-bis[(3-mercaptopropoxy)methyl]butoxy]-1-propanthiol SCCCOCC(COCCCS)(CC)COCCCS